O=C1NC(CCC1N1C(C2=CC=CC(=C2C1=O)NCCOCCOCCOCCC(=O)OC1CCCCC1)=O)=O cyclohexyl 3-(2-(2-(2-((2-(2,6-dioxopiperidin-3-yl)-1,3-dioxoisoindolin-4-yl)amino)ethoxy)ethoxy)ethoxy)propanoate